BrC1=CC2=C(SCC(C(N2C2=CC(=CC=C2)F)=O)CCC(C)(F)F)C=C1OC 7-bromo-3-(3,3-difluorobutyl)-5-(3-fluorophenyl)-8-methoxy-2,3-dihydrobenzo[b][1,4]thiazepin-4(5H)-one